3,4,5-trihydroxystyrene OC=1C=C(C=C)C=C(C1O)O